NC1=NN=C(N1N)N 3,4,5-triamino-1,2,4-triazole